CN1C(=O)N(C(=O)CC1=O)C N,N'-dimethyl-barbituric acid